5-(furan-3-yl)-1H-pyrrole-3-sulphonamide O1C=C(C=C1)C1=CC(=CN1)S(=O)(=O)N